BrC=1C(=C(C=CC1)CC(=O)N[C@H]1C(CCC[C@@H]1N1CCN(CC1)C(C)C)(F)F)C(F)(F)F 2-[3-bromo-2-(trifluoromethyl)phenyl]-N-[(1R,6S)-2,2-difluoro-6-(4-isopropylpiperazin-1-yl)cyclohexyl]acetamide